C(C)(C)(C)OC(=O)N1[C@H](CN(CC1)C(C1=CC=C(C=C1)Br)=O)CO (R)-4-(4-bromobenzoyl)-2-(hydroxymethyl)piperazine-1-carboxylic acid tert-butyl ester